(E)-6-Styrylimidazo[1,2-a]pyridine C(=C\C1=CC=CC=C1)/C=1C=CC=2N(C1)C=CN2